FC1=C(C=CC(=C1)F)C1=C(C(=NC=2CN(CCC12)C(C)C)N1CC2(CN(C2)C(C=C)=O)CC1)C#N 4-(2,4-difluorophenyl)-7-(2-propanyl)-2-(2-(2-propenoyl)-2,6-diazaspiro[3.4]octan-6-yl)-5,6,7,8-tetrahydro-1,7-naphthyridine-3-carbonitrile